BrC1=C(C=C2C=CN(C(C2=C1)=O)C)OCOC 7-bromo-6-(methoxymethoxy)-2-methylisoquinolin-1-one